3-(tert-butyl)-N-(2-(2,2-difluoroethyl)-4-(6-(1-methyl-1H-pyrazol-4-yl)pyrrolo[2,1-f][1,2,4]triazin-4-yl)benzyl)-1,2,4-oxadiazole-5-carboxamide C(C)(C)(C)C1=NOC(=N1)C(=O)NCC1=C(C=C(C=C1)C1=NC=NN2C1=CC(=C2)C=2C=NN(C2)C)CC(F)F